CC1(COC2(C1)CCC(CC2)C2=C1N(N=C2CN(CCN(C(OC(C)(C)C)=O)C)C)CCC1)C tert-butyl (2-(((3-((5s,8s)-3,3-dimethyl-1-oxaspiro[4.5]decan-8-yl)-5,6-dihydro-4H-pyrrolo-[1,2-b]pyrazol-2-yl)methyl)(methyl)amino)ethyl)(methyl)carbamate